N1N=C(N=C1)N[C@@H](C)C(=O)O |r| (1,2,4-triazol-3-yl)-DL-alanine